phenyl-imidazole C1(=CC=CC=C1)C=1NC=CN1